7-Isopropoxy-2-((1R,4S)-1-methyl-2-oxabicyclo[2.2.1]heptan-4-yl)imidazo[1,2-a]pyridine-6-carboxylic acid C(C)(C)OC1=CC=2N(C=C1C(=O)O)C=C(N2)[C@]21CO[C@](CC2)(C1)C